FC=1C(=C(C(=O)OCC)C=C(C1)NC(=O)C1(CC1)C1=C(C=C(C=C1)C(F)(F)F)F)C=1C=NN(C1)CC(C)C Ethyl 3-fluoro-5-[({1-[2-fluoro-4-(trifluoro-methyl)phenyl] cyclopropyl}carbonyl)amino]-2-(1-isobutyl-1H-pyrazol-4-yl)benzoate